3-cyclopropyl-N6-(1-ethylpropyl)-N8-phenyl-[1,2,4]triazolo[4,3-b]pyridazine-6,8-diamine C1(CC1)C1=NN=C2N1N=C(C=C2NC2=CC=CC=C2)NC(CC)CC